C(CCCCCCC)C(COC(=O)C1=CC2=CC3=C(C=C(C4=C3SC=C4)C(=O)OCC(CCCCCCCCCC)CCCCCCCC)C=C2C=2SC=CC21)CCCCCCCCCC.CN2[C@@H](CCC2)COC2=NC1=CC=CC=C1C=N2 (((S)-1-methylpyrrolidin-2-yl)methoxy)quinazoline bis(2-octyldodecyl)anthra[1,2-b:5,6-b']dithiophene-4,10-dicarboxylate